4-(5-(3-((4-chloro-2-(4-ethoxy-4-oxobutanoyl)-6-methoxyisoindolin-5-yl)oxy)propoxy)-6-methoxyisoindolin-2-yl)-4-oxobutanoic acid ethyl ester C(C)OC(CCC(=O)N1CC2=CC(=C(C=C2C1)OCCCOC=1C(=C2CN(CC2=CC1OC)C(CCC(=O)OCC)=O)Cl)OC)=O